ClC1=CC2=C([C@@]3(OCC2=O)C[C@H](N([C@H](C3)C3=CC=CC=C3)C(C(F)(F)F)=O)C=3N=NN(C3)C)S1 (2S,4S,6R)-2'-chloro-2-(1-methyltriazol-4-yl)-6-phenyl-1-(2,2,2-trifluoroacetyl)spiro[piperidine-4,7'-thieno[2,3-c]pyran]-4'-one